3-(pyridin-2-yl)-1H-pyrrole-2-carboxylic acid ethyl ester C(C)OC(=O)C=1NC=CC1C1=NC=CC=C1